(P)-2-[4-[4-(aminomethyl)-1-oxo-2H-phthalazin-6-yl]-2-methyl-pyrazol-3-yl]-4-chloro-6-(cyclopropoxy)-3-fluoro-benzonitrile hydrochloride Cl.NCC1=NNC(C2=CC=C(C=C12)C1=C(N(N=C1)C)C1=C(C#N)C(=CC(=C1F)Cl)OC1CC1)=O